5-[(3-Fluorophenyl)methyl]pyridin-2-amine FC=1C=C(C=CC1)CC=1C=CC(=NC1)N